thenoyl chloride C1(=CC=CS1)C(=O)Cl